(2S,4R)-1-[(2S)-2-[4-[[(2-chlorophenyl)carbamoylamino]methyl]triazol-1-yl]-3,3-dimethyl-butanoyl]-4-hydroxy-N-methyl-pyrrolidine-2-carboxamide ClC1=C(C=CC=C1)NC(=O)NCC=1N=NN(C1)[C@H](C(=O)N1[C@@H](C[C@H](C1)O)C(=O)NC)C(C)(C)C